N-(2-{4-amino-7-oxa-2-azaspiro[4.5]decan-2-yl}-5,6,7,8-tetrahydroquinolin-6-yl)-5-chloro-7-ethyl-7H-pyrrolo[2,3-c]pyridazine-3-carboxamide NC1CN(CC12COCCC2)C2=NC=1CCC(CC1C=C2)NC(=O)C2=CC1=C(N=N2)N(C=C1Cl)CC